C(O[C@H]1C[C@H](CC1)C1=NNC(=C1)NC(=O)OCC1=CC=CC=C1)(OC1=CC=C(C=C1)[N+](=O)[O-])=O (1R,3S)-3-(5-{[(benzyloxy)carbonyl]amino}-1H-pyrazol-3-yl)cyclopentyl 4-nitrophenyl carbonate